[N+](=O)([O-])C1=CC2=C(N=C(O2)N)C=C1 6-nitrobenzo[d]oxazol-2-amine